C(C)(C)(C)OC(=O)N(C=1C=CC2=C(CN(S(O2)(=O)=O)CC=2C=C(C=CC2C)C(CC(=O)OCC)C2=C(C3=C(N(N=N3)CCCCO)C=C2)C)C1)C ethyl 3-[3-({6-[(tert-butoxycarbonyl)(methyl)amino]-2,2-dioxo-2H-1,2λ6,3-benzoxathiazin-3(4H)-yl}methyl)-4-methylphenyl]-3-[1-(4-hydroxybutyl)-4-methyl-1H-benzotriazol-5-yl]propanoate